C(C)(C)S(=O)(=O)C1=CC=C(C=C1)B(O)O 4-isopropylsulfonylbenzeneboronic acid